Cl.FC=1C=NC(=NC1)C=1C(=C(C=CC1)NC1=NC(=NC=C1C(=O)NC)N1C(CNCC1)C)OC 4-((3-(5-fluoropyrimidin-2-yl)-2-methoxyphenyl)amino)-N-methyl-2-(2-methylpiperazin-1-yl)pyrimidine-5-carboxamide hydrochloride